1,1-bis(1'-fluorobenzoyl)benzene FC1(C(=O)C2(CC=CC=C2)C(C2(CC=CC=C2)F)=O)CC=CC=C1